C(C)(C)(C)OC([C@@H](CC=1C=C(C=CC1)CCC(=O)O)[C@@H]1CN(CC1)C(=O)OC(C)(C)C)=O 3-(3-((S)-3-(tert-butoxy)-2-((R)-1-(tert-butoxycarbonyl)pyrrolidin-3-yl)-3-oxopropyl)phenyl)propanoic acid